[Cl-].[Cl-].C(C)(C)(C)C1=CC=C(O[Ti+2])C(=C1)C(C1=CC=CC=C1)(C1=CC=CC=C1)C1=CC=CC=C1 4-tertiary butyl-6-trityl-phenoxytitanium dichloride